CC1=C(C=C(OC[C@H]2N(CC2)C(=O)OC(C)(C)C)C=C1)C(NC1(CC1)C1=C2C=CC(=NC2=CC(=C1)OS(=O)(=O)C(F)(F)F)C)=O tert-butyl (2S)-2-((4-methyl-3-((1-(2-methyl-7-(trifluoromethyl sulfonyloxy)-5-quinolyl)cyclopropyl)carbamoyl)phenoxy)methyl)azetidine-1-carboxylate